FC1(OC2=C(O1)C=CC=C2NC2=NC=1N(C(=C2)NC)N=CC1NC(=O)NC)F 1-(5-((2,2-difluorobenzo[d][1,3]dioxol-4-yl)amino)-7-(methylamino)pyrazolo[1,5-a]pyrimidin-3-yl)-3-methylurea